C1(CC1)C=1N=CC=2C=C3C(=C(C2C1)S(=O)(=O)NCC(C)(C)F)CC(C3)NC3=CC(=NC=C3)OC 3-cyclopropyl-N-(2-fluoro-2-methyl-propyl)-7-[(2-methoxy-4-pyridyl)amino]-7,8-dihydro-6H-cyclopenta[g]isoquinoline-5-sulfonamide